C(C)(=O)O.C(C)(=O)O.N(=NC(C(C)C)O)C(C(C)C)O azobisisobutanol diacetate